((6-morpholino-[1,2,4]triazolo[1,5-a]pyridin-8-yl)oxy)cyclohexan-1-amine O1CCN(CC1)C=1C=C(C=2N(C1)N=CN2)OC2(CCCCC2)N